CC=1C=C(CC(N)C)C=C(C1)C 3,5-dimethyl-amphetamine